2-(azidomethyl)-6-cyclopropyl-imidazo[1,2-b]Pyridazine N(=[N+]=[N-])CC=1N=C2N(N=C(C=C2)C2CC2)C1